3-fluorobenzyl-4,5,6,7-tetrahydrothieno[3,2-c]pyridine-3-carbonitrile FC=1C=C(CC2=C(C=3CNCCC3S2)C#N)C=CC1